N-((2-chlorocyclopropyl)methyl)pyridazin-4-amine ClC1C(C1)CNC1=CN=NC=C1